2-[[3-(2-amino-6-chloro-pyrimidin-4-yl)-1-(difluoromethyl)pyrazol-4-yl]methyl]benzoic acid NC1=NC(=CC(=N1)C1=NN(C=C1CC1=C(C(=O)O)C=CC=C1)C(F)F)Cl